S or R-binaphthyl C1(=CC=CC2=CC=CC=C12)C1=CC=CC2=CC=CC=C12